(R)-1-(4-(1-(dimethylamino)ethyl)phenyl)-2-hydroxy-4,7-dimethyl-6(5H)-phenanthridinone hydrochloride Cl.CN([C@H](C)C1=CC=C(C=C1)C1=C(C=C(C=2NC(C3=C(C=CC=C3C12)C)=O)C)O)C